(5'S,7a'R)-1-(3-ethoxy-benzene-1-carbonyl)-5'-(3-fluorophenyl)-tetrahydro-3'H-spiro[piperidine-4,2'-pyrrolo[2,1-b][1,3]oxazol]-3'-one C(C)OC=1C=C(C=CC1)C(=O)N1CCC2(C(N3[C@H](O2)CC[C@H]3C3=CC(=CC=C3)F)=O)CC1